N1CC(C1)NC(=O)C=1N=C2N(C(=NC(=C2)N/N=C/C=2C=C(C=CC2)C)N2CCOCC2)C1 N-(azetidin-3-yl)-5-morpholino-7-[(2E)-2-(m-tolylmethylene)hydrazino]imidazo[1,2-c]pyrimidine-2-carboxamide